(S)-3-(4-fluoro-2',5,6'-Trimethyl-[1,1'-biphenyl]-3-yl)-3-((S)-2-(3-(2-(3-Methylazetidine-1-yl)ethyl)-5-methyl-6-oxopyridazin-1(6H)-yl)-4-methylpentanamido)propanoic acid ethyl ester C(C)OC(C[C@H](NC([C@H](CC(C)C)N1N=C(C=C(C1=O)C)CCN1CC(C1)C)=O)C=1C=C(C=C(C1F)C)C1=C(C=CC=C1C)C)=O